C(C)(C)C1=CC=C2C=C(C(NC2=C1)=O)C(=O)OC1=C(C(=C(C(=C1F)F)F)F)F pentafluorophenyl 7-isopropyl-2-oxo-1,2-dihydroquinoline-3-carboxylate